C1NCC12COC(OC2)CCN(C2=CC=C(C#N)C=C2)CC2CCC(CC2)C 4-((2-(6,8-dioxa-2-azaspiro[3.5]nonan-7-yl)ethyl)((4-methylcyclohexyl)methyl)amino)benzonitrile